COCC1=C(C=CC=C1)[C@@H]1N(CC[C@H](C1)C(F)(F)F)S(=O)(=O)C1=CC=C(C)C=C1 |r| rac-(2r,4r)-2-(2-(methoxymethyl)phenyl)-1-p-toluenesulfonyl-4-(trifluoromethyl)piperidine